tert-butyl (3R)-3-[(5-chlorooxazolo[4,5-b]pyridin-2-yl)amino]piperidine-1-carboxylate ClC1=CC=C2C(=N1)N=C(O2)N[C@H]2CN(CCC2)C(=O)OC(C)(C)C